CC1=CC[C@@H](CC1)C(C)(C)OC(C)=O |r| acetic acid (+-)-2-(4-methyl-3-cyclohexen-1-yl)-2-propanyl ester